(S)-1-amino-3-(4-(2-(3,5-dichloro-4-((R)-3-chloro-2-hydroxypropoxy)phenyl)propan-2-yl)phenoxy)propan-2-ol NC[C@@H](COC1=CC=C(C=C1)C(C)(C)C1=CC(=C(C(=C1)Cl)OC[C@H](CCl)O)Cl)O